C(CCC)OC1=CCC=CC1 1-n-Butoxy-1,4-cyclohexadiene